3-chlorobenzophenone oxime ClC=1C=C(C(C2=CC=CC=C2)=NO)C=CC1